(6-(3-Methyl-1H-pyrrolo[2,3-b]pyridin-5-yl)-8-((R)-morpholin-3-yl)-3,4-dihydroisoquinoline-2(1H)-yl)((R)-2-methylmorpholino)methanone CC1=CNC2=NC=C(C=C21)C=2C=C1CCN(CC1=C(C2)[C@H]2NCCOC2)C(=O)N2C[C@H](OCC2)C